(S)-N-(3-(2-((1,5-dimethyl-1H-pyrazol-3-yl)amino)-5-methylpyrimidin-4-yl)-1H-indol-7-yl)-2-(3-((5-fluoro-4-(4-methylpiperazin-1-yl)pyrimidin-2-yl)oxy)pyrrolidin-1-yl)acetamide CN1N=C(C=C1C)NC1=NC=C(C(=N1)C1=CNC2=C(C=CC=C12)NC(CN1C[C@H](CC1)OC1=NC=C(C(=N1)N1CCN(CC1)C)F)=O)C